N1C=CC2=CC(=CC=C12)S(=O)(=O)N1C=C(C=C1)C(=O)NC1=CC=C(C=C1)C 1-((1H-indol-5-yl)sulfonyl)-N-(p-tolyl)-1H-pyrrole-3-carboxamide